7-Cyclopentyl-N,N-diethyl-2-((3-(4-methyl-1H-imidazol-1-yl)-5-(trifluoromethyl)phenyl)amino)-7H-pyrrolo[2,3-d]pyrimidine-6-carboxamide C1(CCCC1)N1C(=CC2=C1N=C(N=C2)NC2=CC(=CC(=C2)C(F)(F)F)N2C=NC(=C2)C)C(=O)N(CC)CC